BrC1=CC(=C(O[C@H](C(=O)O)CSC)C=C1)C1CCC1 (2R)-2-(4-bromo-2-cyclobutylphenoxy)-3-(methylsulfanyl)propanoic acid